C1(CC1)C#CC1=CN=C(S1)NC(=O)C1=NC=C(C=C1C1=CC(=NC=C1OC)C(F)F)C1=NN(C=C1)C N-(5-(cyclopropylethynyl)thiazol-2-yl)-2'-(difluoromethyl)-5'-methoxy-5-(1-methyl-1H-pyrazol-3-yl)-[3,4'-bipyridine]-2-carboxamide